ClC=1C=C2N=C3CCCCC3=C(C2=CC1)NCCC=1C(=NN(C1O)C1=NC=CC=C1)C(=O)N (2-((6-chloro-1,2,3,4-tetrahydroacridin-9-yl)amino)ethyl)-5-hydroxy-1-(pyridin-2-yl)-1H-pyrazole-3-carboxamide